NCCCO[Si](OC)(OC)CCCN 2-Aminoethyl-3-Aminopropyltrimethoxysilan